FC=1C=C(C(=O)N2C3=C(C(CCC2)=O)C=CC=C3)C=CC1OC 1-(3-fluoro-4-methoxybenzoyl)-1,2,3,4-tetrahydro-5H-benzo[b]azepin-5-one